6-Fluoro-2-(4-morpholin-4-ylmethyl-phenyl)-chinoline FC=1C=C2C=CC(=NC2=CC1)C1=CC=C(C=C1)CN1CCOCC1